9-fluoro-5-(8-fluoro-3-quinolyl)-2,3-dimethyl-2,3-dihydro-1,4-benzoxazepine FC1=CC=CC=2C(=NC(C(OC21)C)C)C=2C=NC1=C(C=CC=C1C2)F